C(C)OC(=O)C1C(C1COS(=O)(=O)C)C(NC=1N=CC2=C(C(=C(C=C2C1)C=1C=NC=CC1C)F)Cl)=O 2-[[8-chloro-7-fluoro-6-(4-methylpyridin-3-yl)isoquinolin-3-yl]carbamoyl]-3-[(methylsulfonyloxy)methyl]cyclopropane-1-carboxylic acid ethyl ester